2-(6-bromo-1-pyrenyl)naphthalene BrC1=C2C=CC3=CC=C(C4=CC=C(C=C1)C2=C43)C4=CC3=CC=CC=C3C=C4